C(C)N1C2=C([C@H]([C@@H](C1=O)NC(C1=CC(=CC=C1)C(F)(F)F)=O)C1=CC=C(C=C1)F)C(=NN2C2=CC=CC=C2)C2(CC2)NC(OC(C)(C)C)=O |r| rac-tert-butyl (1-((4R,5S)-7-ethyl-4-(4-fluorophenyl)-6-oxo-1-phenyl-5-(3-(trifluoromethyl)benzamido)-4,5,6,7-tetrahydro-1H-pyrazolo[3,4-b]pyridin-3-yl)cyclopropyl)carbamate